tert-butyl (1R,5S,6s)-6-((6-chloropyridazin-3-yl)amino)-3-azabicyclo[3.1.0]hexane-3-carboxylate ClC1=CC=C(N=N1)NC1[C@@H]2CN(C[C@H]12)C(=O)OC(C)(C)C